C(C)(C)C1=CC(=NN1)C(=O)N1CC2(C1)CN(C2)C(=O)C=2SC=CN2 (5-Isopropyl-1H-pyrazol-3-yl)(6-(thiazole-2-carbonyl)-2,6-diazaspiro[3.3]heptan-2-yl)methanone